[Ru].NC1=C(C(=C(C=C1)P(C1=CC=CC=C1)C1=CC=CC=C1)N)N triamino-triphenylphosphine ruthenium